(R)-N-(1-(4-(1-(1-cyclopropylethyl)-6-oxo-1,6-dihydropyrimidin-5-yl)phenyl)cyclopropyl)-1-i-propyl-1H-pyrazolo[3,4-d]pyrimidine-6-carboxamide C1(CC1)[C@@H](C)N1C=NC=C(C1=O)C1=CC=C(C=C1)C1(CC1)NC(=O)C1=NC=C2C(=N1)N(N=C2)C(C)C